(S)-4-(cyclobutanecarboxamido)-N-(1-(3-methoxyphenyl)hex-2-yl)benzamide C1(CCC1)C(=O)NC1=CC=C(C(=O)N[C@H](CC2=CC(=CC=C2)OC)CCCC)C=C1